O=C1N(C(=NC2=CC=CC(=C12)OCCCCCCCN[C@@H]1[C@@]2(CC[C@H](C1)C2(C)C)C)C(F)(F)F)[C@@H]2C(NC(CC2)=O)=O (S)-3-(4-oxo-2-(trifluoromethyl)-5-((7-(((1R,2S,4R)-1,7,7-trimethylbicyclo[2.2.1]heptan-2-yl)amino)heptyl)oxy)quinazolin-3(4H)-yl)piperidine-2,6-dione